4-((3-azabicyclo[3.1.0]hexane-6-yl)methoxy)-6-fluoroquinoline hydrochloride Cl.C12CNCC2C1COC1=CC=NC2=CC=C(C=C12)F